4-Chloro-6,8-bis(trifluoromethyl)quinazoline ClC1=NC=NC2=C(C=C(C=C12)C(F)(F)F)C(F)(F)F